CC(C)(C)OC(=O)N1CC([C@H](CC1)OCC#C)(F)F (4S)-3,3-difluoro-4-(prop-2-ynyloxy)piperidin-1-carboxylic acid-2-methylpropan-2-yl ester